N1=C(C=CC=C1)C1=C(C=CC=C1)C1=C(C=CC=C1)C1=NC=CC=C1 2,2'-di(2-pyridyl)biphenyl